sodium ortho-styrenesulfonate C=CC=1C(=CC=CC1)S(=O)(=O)[O-].[Na+]